ClC1=CC(=C(C=C1)N1CCC(CC1)C=1C=NC(=CC1)C1=C(C=CC=C1)OCC)C#N 1-(4-chloro-2-cyanophenyl)-4-[6-(2-ethoxyphenyl)pyridin-3-yl]Piperidine